CC1=C(CSC=2C=C(C(=O)O)C=CC2OC)C(=CC=C1)C 3-((2,6-Dimethylbenzyl)thio)-4-methoxybenzoic acid